FC1=C(C=CC(=C1)N1CCNCC1)C1=NC=CC(=C1)C1=CC=2C(NCCC2N1)=O 2-(2-(2-fluoro-4-(piperazin-1-yl)phenyl)pyridin-4-yl)-6,7-dihydro-1H-pyrrolo[3,2-c]pyridin-4(5H)-one